S1C=NC2=C1C(=CC=C2)C=2C=CC(=C(C2)NC2=NC=NC1=CC(=C(C=C21)OC2CN(C2)C(C=C)=O)OC)OC 1-(3-((4-((5-(benzo[d]thiazol-7-yl)-2-methoxyphenyl)amino)-7-methoxyquinazolin-6-yl)oxy)azetidin-1-yl)prop-2-en-1-one